(2S,3R)-3-(2-oxabicyclo[2.2.2]octan-4-ylmethoxy)-2-amino-N-methylbutanamide C12OCC(CC1)(CC2)CO[C@@H]([C@@H](C(=O)NC)N)C